CCCCCC(C(CCCCCCCCC=CC(=O)O)O)O 12,13-dihydroxy-octadecenoic acid